N,N'-Ethylendi(palmitamid) C(CNC(CCCCCCCCCCCCCCC)=O)NC(CCCCCCCCCCCCCCC)=O